6,7-dichloro-10-(1H-pyrazol-4-yl)-3,4-dihydro-1H-pyrazino[1,2-a]indole-2-sulfonamide ClC1=C(C=CC=2C(=C3N(C12)CCN(C3)S(=O)(=O)N)C=3C=NNC3)Cl